O1COC2=C1C=CC(=C2)C2=NNC(=N2)C2=CC(=NC=C2)Br 4-[3-(1,3-benzodioxol-5-yl)-1H-1,2,4-triazol-5-yl]-2-bromopyridine